N=1N=CN(C1)CCNC(=O)C=1C=C(C2=C(C(CO2)C2=CC=CC=C2)C1)C(=O)NC N5-(2-(4H-1,2,4-triazol-4-yl)ethyl)-N7-methyl-3-phenyl-2,3-dihydrobenzofuran-5,7-dicarboxamide